4-(3-amino-1H-pyrazolo[4,3-b]pyridin-5-yl)-N-(3-hydroxycyclohexyl)-3-methylbenzenesulfonamide NC1=NNC=2C1=NC(=CC2)C2=C(C=C(C=C2)S(=O)(=O)NC2CC(CCC2)O)C